2-hydroxypentan-2,4-dien OC(C)=CC=C